ethyl 3-(thiophen-2-yl)-1,2,4-oxadiazole-5-carboxylate S1C(=CC=C1)C1=NOC(=N1)C(=O)OCC